4-(3-Chloro-2-fluoro-6-methoxyphenyl)-6-methyl-N-(5-methyl-1,3,4-thiadiazol-2-yl)nicotinamide ClC=1C(=C(C(=CC1)OC)C1=CC(=NC=C1C(=O)NC=1SC(=NN1)C)C)F